Cl.N[C@H](C(=O)NCC1=NC(=NO1)C1=CC=C(C=C1)CCCCCCCCCC)C(C)C (S)-2-amino-N-((3-(4-decylphenyl)-1,2,4-oxadiazol-5-yl)methyl)-3-methylbutanamide hydrochloride